8-(azetidin-1-yl)-3,5-dimethyl-1-(1-methyl-5-(4-(trifluoromethyl)phenyl)-1H-pyrazol-4-yl)imidazo[1,5-a]pyrazine N1(CCC1)C=1C=2N(C(=CN1)C)C(=NC2C=2C=NN(C2C2=CC=C(C=C2)C(F)(F)F)C)C